CN(CCN(CCN(C)C)C)C N,N,N',N'',N''-Pentamethyldi-ethylentriamin